4-(2-azaspiro[3.3]hept-5-en-6-yl)benzonitrile C1NCC12C=C(C2)C2=CC=C(C#N)C=C2